C1(CC1)C=1N=NN(C1)[C@H](C(=O)N1[C@@H](C[C@H](C1)O)C(=O)NCC1CCCC=2N1C=CN2)C(C)(C)C (2S,4R)-1-[(2S)-2-(4-cyclopropyltriazol-1-yl)-3,3-dimethyl-butanoyl]-4-hydroxy-N-(5,6,7,8-tetrahydroimidazo[1,2-a]pyridin-5-ylmethyl)pyrrolidine-2-carboxamide